Potassium (R)-(2-((tert-butoxycarbonyl)amino)-3-(methoxy-d3)propyl)trifluoroborate C(C)(C)(C)OC(=O)N[C@H](C[B-](F)(F)F)COC([2H])([2H])[2H].[K+]